N-(1-amino-2-methyl-1-oxopropan-2-yl)-2-methyl-5-(pyridin-2-ylmethoxy)benzofuran-3-carboxamide NC(C(C)(C)NC(=O)C1=C(OC2=C1C=C(C=C2)OCC2=NC=CC=C2)C)=O